2-Methyl-5-(2,2,2-trifluoroacetyl)cyclopentan-1-one CC1C(C(CC1)C(C(F)(F)F)=O)=O